(S)-N-(4-(2-carbamoylpyrrolidine-1-carbonyl)phenyl)-5-(4-chlorophenyl)-1-(2,4-dichlorophenyl)-4-methyl-1H-pyrazole-3-carboxamide C(N)(=O)[C@H]1N(CCC1)C(=O)C1=CC=C(C=C1)NC(=O)C1=NN(C(=C1C)C1=CC=C(C=C1)Cl)C1=C(C=C(C=C1)Cl)Cl